S-acetylthio-acetic acid C(C)(=O)S=C(C)O